N-(3-(naphthalen-1-yl)phenyl)-6-phenylnaphthalen-2-amine C1(=CC=CC2=CC=CC=C12)C=1C=C(C=CC1)NC1=CC2=CC=C(C=C2C=C1)C1=CC=CC=C1